FC(OC1=CC=C(C=C1)NC(=O)N)F 1-(4-(difluoromethoxy)phenyl)urea